(S)-4-(2-amino-3-(6-fluoroindolin-1-yl)-3-oxopropyl)benzonitrile N[C@@H](CC1=CC=C(C#N)C=C1)C(=O)N1CCC2=CC=C(C=C12)F